(S)-4-amino-N-(6-bromo-2,3-dihydrobenzofuran-3-yl)-7-chloro-N-methylimidazo[1,5-a]quinoxaline-8-carboxamide NC=1C=2N(C3=CC(=C(C=C3N1)Cl)C(=O)N(C)[C@@H]1COC3=C1C=CC(=C3)Br)C=NC2